ClC=1C(=CC=C2C=CNC12)C(=O)[O-] 7-chloro-1H-indole-6-carboxylate